3-oxopyridinium hexafluorophosphate F[P-](F)(F)(F)(F)F.O=C1C[NH+]=CC=C1